bromo(but-3-ene) BrCCC=C